3-Cyclohexyl-N-(2,4-dimethyl-6-morpholin-4-yl-pyridin-3-yl)-propionamide C1(CCCCC1)CCC(=O)NC=1C(=NC(=CC1C)N1CCOCC1)C